(oxo-4H-quinolin-1-yl)-acetic acid ethyl ester C(C)OC(CN1C=CC(C2=CC=CC=C12)=O)=O